NC=1C=CC2=C(NC(=N2)CCNC2=NC3=C(C4=CN=CC=C24)C=CC(=C3)C(=O)OC)C1 Methyl 5-((2-(6-amino-1H-benzo[d]imidazol-2-yl)ethyl)amino)benzo[c][2,6]naphthyridine-8-carboxylate